6-methylsulfonylpyridin-3-ol CS(=O)(=O)C1=CC=C(C=N1)O